C(C)(C)(C)OC(=O)N1C=CC2=C(C(=CC(=C12)C)OC)CN1[C@@H](CC(CC1)C=1SC(=CC1)Cl)C1=CC=C(C=C1)C(=O)OC (S)-5-methoxy-4-((2-(4-(methoxycarbonyl)phenyl)-4-(5-chlorothiophen-2-yl)piperidin-1-yl)methyl)-7-Methyl-1H-indole-1-carboxylic acid tert-butyl ester